OC1=CC=C(C=C1)/C(=C(\CC)/C1=CC=CC=C1)/C1=CC=C(OCCN2CCN(CC2)CCCNC=2C=C3CN(C(C3=CC2)=O)C2C(NC(CC2)=O)=O)C=C1 (Z)-3-(5-((3-(4-(2-(4-(1-(4-hydroxyphenyl)-2-phenylbut-1-en-1-yl)phenoxy)ethyl)piperazin-1-yl)propyl)amino)-1-oxoisoindolin-2-yl)piperidine-2,6-dione